C(C1CO1)OC1(C(C=CC=C1)C)C xylenyl glycidyl ether